ClC=1C(=NC(=NC1)NC1CCOCC1)C1=CC=2C(N(CCC2S1)[C@H](C(=O)N[C@H](CO)C1=CC(=CC(=C1)OC)F)C)=O (S)-2-(2-(5-Chloro-2-((tetrahydro-2H-pyran-4-yl)amino)pyrimidin-4-yl)-4-oxo-6,7-dihydrothieno[3,2-c]pyridin-5(4H)-yl)-N-((S)-1-(3-fluoro-5-methoxyphenyl)-2-hydroxyethyl)propionamide